O1CC(=CC1)C1=CC(=C(C=C1)C=1N=CC(=NC1)N([C@@H]1[C@@H]([C@H]2CC[C@@H](C1)N2C(=O)OC(C)(C)C)F)C)OCOC tert-butyl (1R,2S,3S,5S)-3-((5-(4-(2,5-dihydrofuran-3-yl)-2-(methoxymethoxy) phenyl)pyrazin-2-yl)(methyl)amino)-2-fluoro-8-azabicyclo[3.2.1]octane-8-carboxylate